BrC(C(=O)NCCCCCCCCCCCCCCCCCC)(Br)Br 2,2,2-tribromo-N-octadecylacetamide